C1(=CC(=CC(=C1)C(=O)O)C(=O)O)C1=CC(=CC=C1)C(=O)O 3,5,3'-biphenyltricarboxylic acid